O1N=C(C2=C1C=CC=C2)C2[C@H]1CN(C[C@@H]21)C(=O)OC(C)(C)C tert-butyl (1R,5S,6r)-6-(1,2-benzoxazol-3-yl)-3-azabicyclo[3.1.0]hexane-3-carboxylate